1-(4-(4-fluorophenyl)-3,4-dihydroquinoxalin-1(2H)-yl)-3-(1H-imidazol-5-yl)propan-1-one FC1=CC=C(C=C1)N1CCN(C2=CC=CC=C12)C(CCC1=CN=CN1)=O